N'-[7-(5-Methyl-1,2,4-oxadiazol-3-yl)-1-isoquinolyl]ethane-1,2-diamine CC1=NC(=NO1)C1=CC=C2C=CN=C(C2=C1)NCCN